N-cyclopropyl-5-(4-((7-ethyl-6-oxo-5,6-dihydro-1,5-naphthyridin-3-yl)methyl)piperazine-1-yl)pyridine C1(CC1)N1CC=CC(=C1)N1CCN(CC1)CC=1C=NC=2C=C(C(NC2C1)=O)CC